IP(C1=CSC=C1)C1=CSC=C1 iododi(thien-3-yl)phosphine